CC(C)(C)[S@@](=O)N[C@@H]1C=2C=NC=CC2CC12CCNCC2 (R)-2-methyl-N-[(7S)-spiro[5,7-dihydro-cyclopenta[c]pyridin-6,4'-piperidin]-7-yl]propane-2-sulfinamide